FC1=C(C=CC(=N1)C(=O)NC)N1CCC(CC1)N1CC(CC1)C=1NC(C2=CN=CC(=C2C1)F)=O 6-fluoro-5-(4-(3-(5-fluoro-1-oxo-1,2-dihydro-2,7-naphthyridin-3-yl)pyrrolidin-1-yl)piperidin-1-yl)-N-methylpicolinamide